(2S,4R)-1-[(2S)-2-(4-cyclopropyltriazol-1-yl)-3,3-dimethyl-butanoyl]-N-[2-(1,1-dioxo-1,4-thiazinan-4-yl)-1-methyl-2-oxo-ethyl]-4-hydroxy-pyrrolidine-2-carboxamide C1(CC1)C=1N=NN(C1)[C@H](C(=O)N1[C@@H](C[C@H](C1)O)C(=O)NC(C(=O)N1CCS(CC1)(=O)=O)C)C(C)(C)C